O1CCC(CC1)CNC(=O)C=1N=NN(C1)CCCCN1N=NC(=C1)C(NCC1=CC(=CC=C1)C(F)(F)F)=O N-(oxan-4-ylmethyl)-1-{4-[4-({[3-(trifluoromethyl)phenyl]methyl}carbamoyl)-1H-1,2,3-triazol-1-yl]butyl}-1H-1,2,3-triazole-4-carboxamide